NC1=C(C=C(C=N1)C1=CC=C(C(=O)NCCN2CCOCC2)C=C1)OCC1=C(C(=CC=C1F)F)Cl 4-[6-amino-5-(2-chloro-3,6-difluoro-benzyloxy)-pyridin-3-yl]-N-(2-morpholin-4-yl-ethyl)-benzamide